1-(4-chlorophenyl)-4-piperidin-1-yl-1,5-dihydroimidazol-2-one ClC1=CC=C(C=C1)N1C(N=C(C1)N1CCCCC1)=O